5-(4-(3-(4-fluorophenyl)prop-1-ynyl)phenoxy)-1H-1,2,3-triazole-4-carboxylic acid FC1=CC=C(C=C1)CC#CC1=CC=C(OC2=C(N=NN2)C(=O)O)C=C1